(R)-1-(2-(8-(3-bromo-2-methylphenyl-amino)-1,7-naphthyridin-3-yl)ethyl)pyrrolidin-3-ol BrC=1C(=C(C=CC1)NC=1N=CC=C2C=C(C=NC12)CCN1C[C@@H](CC1)O)C